C1(C(CCCC1)C(=O)[O-])C(=O)[O-] 2-cyclohexanediformate